{1-[4-(4-cyclopropylmethoxy-pyrimidin-2-yl)-2,6-difluoro-phenyl]-pyrrolidin-3-yl}-acetic acid ethyl ester C(C)OC(CC1CN(CC1)C1=C(C=C(C=C1F)C1=NC=CC(=N1)OCC1CC1)F)=O